N-(2-Chloro-3-{(4S)-2-imino-4-methyl-1-[(2R*,4R*)-2-methyl-tetrahydropyran-4-yl]-6-oxo-hexahydropyrimidin-4-yl}phenyl)-5-cyclopropylpyridine-3-carboxamide hydrochloride Cl.ClC1=C(C=CC=C1[C@]1(NC(N(C(C1)=O)[C@H]1C[C@H](OCC1)C)=N)C)NC(=O)C=1C=NC=C(C1)C1CC1 |o1:15,17|